C(CC)N(CCC)CCCCCCN(CCCCCCN(CCC)CCC)CCCCCCN(CCC)CCC tris[6-(N,N-dipropylamino)hexyl]amine